2-({6-[(1,3-Benzothiazol-2-yl)amino]-5-methylpyridazin-3-yl}(3-carboxypropyl)amino)-1,3-thiazole-4-carboxylic acid S1C(=NC2=C1C=CC=C2)NC2=C(C=C(N=N2)N(C=2SC=C(N2)C(=O)O)CCCC(=O)O)C